FC1=C(C=CC(=C1)C#C[Si](C)(C)C)CO (2-fluoro-4-((trimethylsilyl)ethynyl)phenyl)methanol